ClC1=CC=C2C(=N1)C=C(N2)C(=O)O 5-chloro-1H-pyrrolo[3,2-b]pyridine-2-carboxylic acid